ClC=1C=C(C=CC1Cl)[C@H]1NCCC1 (S)-2-(3,4-dichloro-phenyl)pyrrolidine